O1COC2=C1C=CC(=C2)OC2=CC=CC=1C(=C(OC12)C)CN(C)CC1=CC=C(C=C1)OC (7-(benzo[d][1,3]dioxol-5-yloxy)-2-methylbenzofuran-3-yl)-N-(4-methoxybenzyl)-N-methyl-methylamine